CC1=NOC(=C1C=1C=C2C(=NC1)C(=CN2C=2C=C(C(=O)O)C=CC2OC(F)(F)F)C2=CC=CC=C2)C 3-(6-(3,5-dimethylisoxazol-4-yl)-3-phenyl-1H-pyrrolo[3,2-b]pyridin-1-yl)-4-(trifluoromethoxy)benzoic acid